C(C)OC=1NC(=C(C(C1C(=O)OCC)=O)C1=CC=C(C=C1)F)C Ethyl 2-ethoxy-5-(4-fluorophenyl)-6-methyl-4-oxo-1,4-dihydropyridine-3-carboxylate